OC1(CCN(CC1)C(C=C)=O)C1=NC=CN=C1OC=1C=NC(=CC1)C(F)(F)F (4-hydroxy-4-(3-((6-(trifluoromethyl)pyridin-3-yl)oxy)pyrazin-2-yl)piperidin-1-yl)prop-2-en-1-one